NC(CCC(NC(CCC(NCCCCNC(=NC(OCC)=O)NC(=O)OCC)=O)C(=O)O)=O)C(=O)O 21-amino-16-carboxy-6-((ethoxycarbonyl)amino)-4,13,18-trioxo-3-oxa-5,7,12,17-tetraazadocos-5-en-22-oic acid